N[C@H](C)C=1C=C(C=C2C(N(C(=NC12)C1(CN(C1)CC(F)F)C)C)=O)C (R)-8-(1-aminoethyl)-2-(1-(2,2-difluoroethyl)-3-methylazetidin-3-yl)-3,6-dimethylquinazolin-4(3H)-one